21-[4-(2,6-bis(4-morpholinyl)-4-pyrimidinyl)-1-piperazinyl]-17α-hydroxypregna-4,9(11)-dien-3,20-dione N1(CCOCC1)C1=NC(=CC(=N1)N1CCN(CC1)CC([C@]1(CC[C@H]2[C@@H]3CCC4=CC(CC[C@]4(C)C3=CC[C@]12C)=O)O)=O)N1CCOCC1